(2R,3R,4S,5R,6S)-5-(benzyloxy)-2-(hydroxymethyl)-4-(4-(3,4,5-trifluorophenyl)-1H-1,2,3-triazol-1-yl)-1,7-dioxaspiro[5.5]undecane-3-ol C(C1=CC=CC=C1)O[C@@H]1[C@H]([C@H]([C@H](O[C@]12OCCCC2)CO)O)N2N=NC(=C2)C2=CC(=C(C(=C2)F)F)F